Methyl Toluate CC1=CC=CC=C1C(=O)OC